2-sulfopropanoic acid S(=O)(=O)(O)C(C(=O)O)C